BrC=1C=C(C=C(C1)Br)C1=CC=C(C=C1)N1N=C2C(=N1)C=CC=C2 2-(3',5'-dibromo-[1,1'-biphenyl]-4-yl)-2H-benzo[d][1,2,3]triazole